(S)-2-(3-hydroxypropyl)-4-methyl-4-nitropentanoic acid ethyl ester C(C)OC([C@H](CC(C)([N+](=O)[O-])C)CCCO)=O